C(C)OC=1C(C(C1NCCOC)=O)=O 3-ethoxy-4-((2-methoxyethyl)amino)cyclobut-3-ene-1,2-dione